(S)-(5-cyclopropyl-1-methyl-1H-pyrazol-3-yl)(3-((7-(5-methyl-1,2,4-oxadiazol-3-yl)isoquinolin-1-yl)amino)pyrrolidin-1-yl)methanone C1(CC1)C1=CC(=NN1C)C(=O)N1C[C@H](CC1)NC1=NC=CC2=CC=C(C=C12)C1=NOC(=N1)C